7-(hydroxymethyl)-3,3a-dihydrocyclopenta[b]chroman-1(2H)-one OCC1=CC=2CC3C(OC2C=C1)CCC3=O